C(C1=CC=CC=C1)N1C(C=NC2=CC=CC=C12)=O benzylquinoxalin-2(1H)-one